1-[3-({8-methoxy-1-propyl-5H-pyrido[4,3-b]indol-7-yl}oxy)propyl]pyrrolidine hydrochloride Cl.COC1=CC=2C3=C(NC2C=C1OCCCN1CCCC1)C=CN=C3CCC